Cl[Pd-3](C1=NC=CC=C1Cl)(=C1C(=C2C=CC=CN2C1C1=C(C=CC=C1C(CC)CC)C(CC)CC)C1=C(C=CC=C1C(CC)CC)C(CC)CC)Cl dichloro[1,3-bis(2,6-di-3-pentylphenyl)indolizin-2-ylidene](3-chloropyridyl)palladium(II)